N1(C=NC=C1)C=1C=C(C(=O)NC2=CC(=NC=C2)C(F)(F)F)C=C(C1)C=1C=NN(C1)C 3-(imidazol-1-yl)-5-(1-methylpyrazol-4-yl)-N-[2-(trifluoromethyl)pyridin-4-yl]benzamide